6-bromo-7-chloro-3H-imidazo[4,5-b]pyridine BrC=1C(=C2C(=NC1)NC=N2)Cl